C(C1=CC=CC=C1)N1CCC(CC1)CCNC(=O)N1[C@H](CN(C[C@H]1C)C1=NC=C(C=N1)Cl)C (2S,6R)-N-[2-(1-benzylpiperidin-4-yl)ethyl]-4-(5-chloropyrimidin-2-yl)-2,6-dimethylpiperazine-1-carboxamide